CC1=CN(C2=NC=C(C=C21)C2(NC=CC=C2N)N)COCC[Si](C)(C)C 2-(3-methyl-1-((2-(trimethylsilyl)ethoxy)methyl)-1H-pyrrolo[2,3-b]Pyridin-5-yl)pyridine-2,3-diamine